6-((3,5-Difluoropyridin-2-yl)amino)-4-((5-ethyl-1-methyl-4-oxo-4,5-dihydro-1H-pyrrolo[3,2-c]pyridin-3-yl)amino)-N-methylnicotinamide FC=1C(=NC=C(C1)F)NC1=NC=C(C(=O)NC)C(=C1)NC1=CN(C2=C1C(N(C=C2)CC)=O)C